carbon pentaenol C(=CCCC)O.[C]